C(C)OC(=O)C=1C=NN(C1)C1=NC(=C2N=CN(C2=N1)CC1=CC=C(C=C1)OC(C)=O)OCC1=CC=CC=C1 1-(9-(4-Acetoxybenzyl)-6-(benzyloxy)-9H-purin-2-yl)-1H-pyrazole-4-carboxylic acid ethyl ester